3-(5-(3-fluoro-4-(((S)-3-hydroxypyrrolidin-1-yl)methyl)pyridin-2-yl)-1-oxoisoindolin-2-yl)piperidine-2,6-dione FC=1C(=NC=CC1CN1C[C@H](CC1)O)C=1C=C2CN(C(C2=CC1)=O)C1C(NC(CC1)=O)=O